CO[Si](CCCCCCCC)(OC)OC Trimethoxy-n-octylsilan